1-(2-nitrophenyl)-3-(3-{2-[2-(3-{[(2-nitrophenyl)carbamoyl]amino}-propoxy)ethoxy]ethoxy}propyl)urea [N+](=O)([O-])C1=C(C=CC=C1)NC(=O)NCCCOCCOCCOCCCNC(NC1=C(C=CC=C1)[N+](=O)[O-])=O